CC1=NC2=CC=CC=C2C(=C1)N1CCN(CC1)C(=O)C1CN(CCC1)C(=O)OCCCC butyl 3-(4-(2-methylquinolin-4-yl)piperazine-1-carbonyl)piperidine-1-carboxylate